2-ethylpyrazolo[1,5-a]pyrimidin-5(4H)-one C(C)C1=NN2C(NC(C=C2)=O)=C1